N,N-dimethyl-1,8-octanediamine CN(CCCCCCCCN)C